NC1=NC=CC2=CC=C(C=C12)C=1C=C2C(=NNC2=CC1)C(=O)NC1(CCN(CC1)C)C 5-(1-aminoisoquinolin-7-yl)-N-(1,4-dimethylpiperidin-4-yl)-1H-indazole-3-carboxamide